5-chloro-2-fluoro-4-({4-[(3aR,7aR)-octahydro-2H-pyrrolo[3,4-c]pyridin-2-yl]butyl}amino)-N-1,3-thiazol-2-ylbenzenesulfonamide ClC=1C(=CC(=C(C1)S(=O)(=O)NC=1SC=CN1)F)NCCCCN1C[C@H]2CNCC[C@H]2C1